N-(3-(tert-butyl)-5-cyclopropylbenzyl)-N-(2-(methyl(2-(methylamino)-3,4-dioxocyclobut-1-en-1-yl)amino)ethyl)-2-(N-(2-fluorobenzyl)-(2,3,4,5,6-pentafluorophenyl)sulfonamido)acetamide C(C)(C)(C)C=1C=C(CN(C(CN(S(=O)(=O)C2=C(C(=C(C(=C2F)F)F)F)F)CC2=C(C=CC=C2)F)=O)CCN(C2=C(C(C2=O)=O)NC)C)C=C(C1)C1CC1